ClC1=C(OC2=CC(=CC3=C2NC(=NS3(=O)=O)N[C@H](C)C3=CC=CC=C3)C)C=CC=C1 (R)-5-(2-chlorophenoxy)-7-methyl-3-((1-phenylethyl)amino)-4H-benzo[e][1,2,4]thiadiazine 1,1-dioxide